1-phenyl-3-phenylsulfanyl-imidazo[1,5-a]quinoline C1(=CC=CC=C1)C1=NC(=C2N1C1=CC=CC=C1C=C2)SC2=CC=CC=C2